N-(5-((4-amino-5-chloro-6-(1H-indol-1-yl)pyrimidin-2-yl)amino)-2-((2-(dimethylamino)ethyl)(methyl)amino)-4-methoxyphenyl)acrylamide NC1=NC(=NC(=C1Cl)N1C=CC2=CC=CC=C12)NC=1C(=CC(=C(C1)NC(C=C)=O)N(C)CCN(C)C)OC